COC=1C=C2NC=3CC(CC(C3C(C2=CC1)=O)=O)C1CCOCC1 6-methoxy-3-(tetrahydro-2H-pyran-4-yl)-3,4-dihydroacridine-1,9(2H,10H)-dione